C(=O)(OC)CCC[Si](OC)(C)C 3-(carbomethoxy)propyl-dimethyl-methoxysilane